FC(S(=O)(=O)NS(=O)(=O)C(F)(F)F)(F)F bis(trifluoromethanesulfonyl)amine